N'-(4-aminophenylsulfonyl)-N-ethyl-5-phenyl-4,5-dihydro-1H-pyrazole-1-carboximidamide NC1=CC=C(C=C1)S(=O)(=O)N=C(NCC)N1N=CCC1C1=CC=CC=C1